NC1=C(C(N(C2=NC(=CC=C12)Br)C1=C2C=CN=C(C2=CC=C1)C)=O)C(=O)OC methyl 4-amino-1-(1-methylisoquinolin-5-yl)-7-bromo-2-oxo-1,2-dihydro-1,8-naphthyridine-3-carboxylate